N1C=C(C2=CC=CC=C12)CC(CCCC)C1=C(SC2=C1C=CC(=C2)N2CC(N(CC2)C)=O)C(=O)N [1-(1H-indol-3-yl)hexan-2-yl]-6-(4-methyl-3-oxopiperazin-1-yl)-1-benzothiophene-2-carboxamide